C(CCCCCCCCC)OC1=CC=C(C=C1)C=1NC(C(N1)(C)C)(C)C 2-(4'-(decyloxy)phenyl)-4,4,5,5-tetramethylimidazoline